ClC1=C(C=NN1C)NC1=NC=CC(=N1)C1=CC=CC(=N1)N1C(=NC=C1)[C@@]1(C(N(CC1)C)=O)O (S)-3-(1-(6-(2-((5-Chloro-1-methyl-1H-pyrazol-4-yl)amino)pyrimidin-4-yl)pyridin-2-yl)-1H-imidazol-2-yl)-3-hydroxy-1-methylpyrrolidin-2-one